N1N=CC(=C1)C=O Pyrazol-4-carboxaldehyd